N-[(Z)-3-fluoro-2-[[2-(4-hydroxy-1-piperidinyl)pyrimidin-5-yl]oxymethyl]allyl]carbamic acid tert-butyl ester C(C)(C)(C)OC(NC/C(=C/F)/COC=1C=NC(=NC1)N1CCC(CC1)O)=O